C(C)OC=1C=C(C=CC1OC)[C@@H](CS(=O)(=O)C)N1C(C2=CC=CC(=C2C1=O)N1CCC(CC1)CCO)=O (S)-2-(1-(3-ethoxy-4-methoxyphenyl)-2-(methylsulfonyl)ethyl)-4-(4-(2-hydroxyethyl)piperidin-1-yl)isoindoline-1,3-dione